ethyl 5-bromo-3-[(E)-dimethylaminomethyleneamino]-pyrrolo[2,3-c]pyridine-1,2-dicarboxylate BrC=1C=C2C(=CN1)N(C(=C2/N=C/N(C)C)C(=O)[O-])C(=O)OCC